FC(F)(F)SC(F)(F)F bis(trifluoromethyl) sulphide